t-pentyl acrylate C(C=C)(=O)OC(C)(C)CC